CC=1N=C(C2=C(N1)SC1=C2CCCC1)C=1CCN(CC1)CC=1C=C2CN(C(C2=CC1)=O)N1C(NC(CC1)=O)=O 1-(5-((4-(2-methyl-5,6,7,8-tetrahydrobenzo[4,5]thieno[2,3-d]pyrimidin-4-yl)-3,6-dihydropyridin-1(2H)-yl)methyl)-1-oxoisoindolin-2-yl)dihydropyrimidine-2,4(1H,3H)-dione